C(C1=CC=CC=C1)OC=1C(C(=CN2C1C(N1CCCC[C@@H]2C1)=O)C(=O)NCC1=C(C=C(C=C1F)F)F)=O |r| Racemic-12-(benzyloxy)-1,11-dioxo-N-(2,4,6-trifluorobenzyl)-1,4,5,6,7,11-hexahydro-3H-2,7-methanopyrido[1,2-a][1,4]diazonine-10-carboxamide